2-((4-(5-(dimethylamino)pyridin-3-yl)-1H-1,2,3-triazol-1-yl)methyl)imidazo[1,2-a]pyridine-6-formaldehyde CN(C=1C=C(C=NC1)C=1N=NN(C1)CC=1N=C2N(C=C(C=C2)C=O)C1)C